SNC(=O)N sulfanylurea